C1(=CC=CC2=CC=CC=C12)C(=O)N1CCNC2=C(C1)C=CC=C2 1-naphthalenyl(1,2,3,5-tetrahydro-4H-1,4-benzodiazepin-4-yl)methanone